FC(COC(C)=O)F.C1(CCCO1)=O gamma-butyrolactone 2,2-difluoroethyl-acetate